1'-(6-amino-5-fluoropyrimidin-4-yl)-3-(3-chloro-5-fluorophenylamino)-4'-fluoro-1,3'-bipiperidin-2-one NC1=C(C(=NC=N1)N1CC(C(CC1)F)N1C(C(CCC1)NC1=CC(=CC(=C1)F)Cl)=O)F